FC(F)SCC(F)(F)F (2,2,2-trifluoroethyl) (difluoromethyl) sulfide